1H-Benzimidazole-4,6-disulfonic acid N1C=NC2=C1C=C(C=C2S(=O)(=O)O)S(=O)(=O)O